N-[3-(5-cyclopropylthiazol-2-yl)-1-bicyclo[1.1.1]pentanyl]-5-(1-methylsulfonylcyclopropyl)furan-2-carboxamide C1(CC1)C1=CN=C(S1)C12CC(C1)(C2)NC(=O)C=2OC(=CC2)C2(CC2)S(=O)(=O)C